FC(COC1=C(C=NC=C1)C#N)(F)F 4-(2,2,2-trifluoroethoxy)pyridine-3-carbonitrile